2-(3,3-dimethylbutanamido)butanoic acid CC(CC(=O)NC(C(=O)O)CC)(C)C